BrC1=C(C=C(C=C1)S(=O)(=O)NC1CC(C1)O)C 4-bromo-N-((1s,3s)-3-hydroxycyclobutyl)-3-methylbenzenesulfonamide